NC=1C(NC2=C(C(=CN=C2C1C1=C2C=NNC2=C(C=C1)F)C(=C)C)C)=O 3-Amino-4-(7-fluoro-1H-indazol-4-yl)-7-isopropenyl-8-methyl-1H-1,5-naphthyridin-2-one